C(C)(C)(C)OC(=O)N1C[C@H](CC1)[C@@H](C(=O)N1C(OC[C@@H]1CC1=CC=CC=C1)=O)CC1=CC(=CC=C1)[N+](=O)[O-] (3R)-3-[(1S)-2-[(4S)-4-benzyl-2-oxo-oxazolidin-3-yl]-1-[(3-nitrophenyl)methyl]-2-oxo-ethyl]pyrrolidine-1-carboxylic acid tert-butyl ester